2-((4-((2-bromo-6-(tetrahydro-2H-pyran-2-yl)-6H-thieno[2,3-e]indazol-3-yl)oxy)phenyl)sulfonyl)ethan-1-ol BrC1=C(C=2C(=C3C=NN(C3=CC2)C2OCCCC2)S1)OC1=CC=C(C=C1)S(=O)(=O)CCO